5-(4-benzhydryl-piperazin-1-yl)-2-(2,6-dioxopiperidin-3-yl)isoindoline-1,3-dione C(C1=CC=CC=C1)(C1=CC=CC=C1)N1CCN(CC1)C=1C=C2C(N(C(C2=CC1)=O)C1C(NC(CC1)=O)=O)=O